3-propoxy-2-(4-methylphenyl)-4H-1-benzopyran-4-one C(CC)OC1=C(OC2=C(C1=O)C=CC=C2)C2=CC=C(C=C2)C